NC1=NC=C(C=C1)CN(C)C 2-amino-5-[(dimethylamino)methyl]pyridine